N-(3-chloro-4-cyclopropoxyphenyl)-N-(2,2-dimethyl-1-(1-methyl-1H-benzo[d]imidazol-2-yl)propyl)propiolamide ClC=1C=C(C=CC1OC1CC1)N(C(C#C)=O)C(C(C)(C)C)C1=NC2=C(N1C)C=CC=C2